C1(CCC1)OC1=CC=C2C(NN=C(C2=C1)CC=1C=CC(=C(C1)S(=O)(=O)N1CC(C1)N(C(OC(C)(C)C)=O)C)F)=O tert-butyl (1-((5-((7-cyclobutoxy-4-oxo-3,4-dihydrophthalazin-1-yl)methyl)-2-fluorophenyl)sulfonyl)azetidin-3-yl)(methyl)carbamate